3,5-diamino-N-(N-(4-(4-(6-(3-((2-(bis((2S,3R,4R,5R)-2,3,4,5,6-pentahydroxyhexyl)amino)ethyl)amino)-3-oxopropyl)pyridin-3-yl)phenyl)butyl)carbamimidoyl)-6-chloropyrazine-2-carboxamide NC=1C(=NC(=C(N1)N)Cl)C(=O)NC(NCCCCC1=CC=C(C=C1)C=1C=NC(=CC1)CCC(=O)NCCN(C[C@@H]([C@H]([C@@H]([C@@H](CO)O)O)O)O)C[C@@H]([C@H]([C@@H]([C@@H](CO)O)O)O)O)=N